C(C)C1=CC=C(C=C1)P (4-ethylphenyl)phosphin